m-trifluoromethyl-benzoyl bromide FC(C=1C=C(C(=O)Br)C=CC1)(F)F